CC=1OC(=C(N1)C1=CC(=C(C=C1)NC=1N=CC2=C(N1)C(=NC(=C2)C)NCC(C)(C)C)OC)C N2-(4-(2,5-dimethyloxazol-4-yl)-2-methoxyphenyl)-6-methyl-N8-neopentylpyrido[3,4-d]pyrimidine-2,8-diamine